6-(3,5-dichlorophenyl)-4-(hydroxymethyl)pyridin-2-ol ClC=1C=C(C=C(C1)Cl)C1=CC(=CC(=N1)O)CO